C[N+]1=C(OC2=C1C=CC=C2)C=C2OC1=C(N2C)C=CC=C1 3-methyl-2-[(3-methyl-2-benzoxazolylidene)methyl]benzoxazolium